(+/-)-N5-(3-aminopropyl)-3-(hydroxymethyl)-N7-methyl-3-phenyl-2,3-dihydrobenzofuran-5,7-dicarboxamide NCCCNC(=O)C=1C=C(C2=C([C@](CO2)(C2=CC=CC=C2)CO)C1)C(=O)NC |r|